ClC1=CC=C(CNC(=O)NCCCCC(=O)N2CCCC3=CC=CC=C23)C=C1 1-(4-chlorobenzyl)-3-(5-(3,4-dihydro-quinolin-1(2H)-yl)-5-oxopentyl)urea